1-(3-(furo[2,3-b]pyridin-5-yl)-6-((2,2,2-trifluoroethoxy)methyl)pyrazin-2-yl)piperidine-4-carboxylic acid O1C=CC=2C1=NC=C(C2)C=2C(=NC(=CN2)COCC(F)(F)F)N2CCC(CC2)C(=O)O